OC(=O)C(F)(F)F.C1(=CC=CC=C1)C1=C2CCN(C2=CC=C1)C([C@H]1NCCC1)=O (S)-4-phenyl-1-prolylindoline TFA salt